(5-((2,3-dichlorophenyl)thio)-6-methylpyrazin-2-yl)ethane-1,2-diamine ClC1=C(C=CC=C1Cl)SC=1N=CC(=NC1C)C(CN)N